bis-formyl-triphenylamine C1=CC=C(C=C1)N(C2=CC=CC=C2)C3=CC=CC(=C3C=O)C=O